SEC-butyl methyl ketone CC(=O)C(C)CC